C(C)OC(C1=CC=CC=C1F)=O 6-fluorobenzoic acid ethyl ester